IC1=CN=C(C2=C1N=C(N=C2)OC)N2C[C@@H](N([C@@H](C2)C)C(=O)OC(C)(C)C)C tert-butyl (2S,6R)-4-(8-iodo-2-methoxy-pyrido[4,3-d]pyrimidin-5-yl)-2,6-dimethyl-piperazine-1-carboxylate